FC1=CC=C(C=C1)C=1SC(=CC1)C1=CC=C(C=C1)F 2,5-di(4-fluorophenyl)thiophene